1-(3,4-difluorophenyl)-3-cyanopropan-1-ol FC=1C=C(C=CC1F)C(CCC#N)O